O=C1C[C@@H](CC1)C(=O)OC methyl (R)-3-oxocyclopentanecarboxylate